FC1=C(C=CC(=C1)F)S(=O)(=O)NC=1C(=NC=C(C1)C=1C=C2C(=NC=NC2=CC1)N1CC2(CN(C2)C(C(=C)F)=O)CC1)OC 2,4-difluoro-N-(5-(4-(2-(2-fluoroacryloyl)-2,6-diazaspiro[3.4]octan-6-yl)quinazolin-6-yl)-2-methoxypyridin-3-yl)benzenesulfonamide